[Si](C)(C)(C(C)(C)C)OC1C(NC(C1)C=1C=NC=C(C1)F)=S 3-((tert-butyldimethylsilyl)oxy)-5-(5-fluoropyridin-3-yl)pyrrolidine-2-thione